C1(CC1)C1=CC=C(C=N1)C=1N=C2SCCCN2C(C1C#N)=O 8-(6-cyclopropyl-pyridin-3-yl)-6-oxo-2H,3H,4H,6H-pyrimido[2,1-b][1,3]thiazine-7-carbonitrile